FC=1C=CC(=C(CC2NCC3N(C2C3)C3=CC=C(C=N3)C=3C=C(NC3)C=3C=NN(C3)C)C1)O 4-(6-(4-(5-fluoro-2-hydroxybenzyl)-3,6-diazabicyclo[3.1.1]heptan-6-yl)pyridin-3-yl)-2-(1-methyl-1H-pyrazol-4-yl)-1H-pyrrole